N-(3-fluorophenyl)-3-isopropyl-6-(piperidin-4-ylthio)imidazo[1,2-b]pyridazin-8-amine hydrochloride Cl.FC=1C=C(C=CC1)NC=1C=2N(N=C(C1)SC1CCNCC1)C(=CN2)C(C)C